S-(6-purinyl)-N-acetylcysteine N1=CN=C2N=CNC2=C1SC[C@H](NC(C)=O)C(=O)O